N=1NN=NC1C1=CC=CC(=N1)C(C)=O 1-(6-(2H-tetrazol-5-yl)pyridin-2-yl)ethan-1-one